(3-chloro-2-fluorophenyl)-6-methylisoquinoline-1,5-diamine ClC=1C(=C(C=CC1)C=1N=C(C=2C=CC(=C(C2C1)N)C)N)F